2-(((R)-1-(2-((S)-4,4-difluoro-3-methylpiperidin-1-yl)-3,7-dimethyl-4-oxo-4H-pyrido[1,2-a]pyrimidin-9-yl)ethyl)amino)benzoic acid FC1([C@H](CN(CC1)C=1N=C2N(C(C1C)=O)C=C(C=C2[C@@H](C)NC2=C(C(=O)O)C=CC=C2)C)C)F